ClC1=CC=C(C(=O)NC2CC23CCN(CC3)CCC(C)(C)C)C=C1 4-chloro-N-(6-(3,3-dimethylbutyl)-6-azaspiro[2.5]oct-1-yl)benzamide